(2S)-2-({5-[(1S)-1-[(5-chloro-2-methylpyridin-3-yl)amino]ethyl]thiophen-2-yl}formamido)-3-cyclopentyl-N-[(1s,3r)-3-methylcyclobutyl]propanamide ClC=1C=C(C(=NC1)C)N[C@@H](C)C1=CC=C(S1)C(=O)N[C@H](C(=O)NC1CC(C1)C)CC1CCCC1